ClC1=C(C(=CC=C1)C(F)(F)F)COC=1C=NC(=NC1)N1C[C@H](CC1)C(=O)N (3S)-1-(5-{[2-chloro-6-(trifluoromethyl)phenyl]methoxy}pyrimidin-2-yl)pyrrolidine-3-carboxamide